2-((5-methoxy-7-methyl-1H-indol-4-yl)methyl)isoindoline-5-carbonitrile COC=1C(=C2C=CNC2=C(C1)C)CN1CC2=CC=C(C=C2C1)C#N